C(=O)(OC(C)(C)C)N[C@@H](CO)C (2R)-2-(Boc-amino)-1-propanol